C(CCCCCCCCCCC)OC(C(C(=O)[O-])C(C)C)=O dodecyl-2-isopropylmalonate